Dimethyl 5-(dibenzylamino)isophthalate C(C1=CC=CC=C1)N(C=1C=C(C=C(C(=O)OC)C1)C(=O)OC)CC1=CC=CC=C1